8-((2-methoxy-5-methylpyridin-3-yl)sulfonyl)-N-(2-methoxyethyl)-N-methyl-8-azaspiro[4.5]decan-2-amine COC1=NC=C(C=C1S(=O)(=O)N1CCC2(CCC(C2)N(C)CCOC)CC1)C